1-[2-(4-cyano-1-methylpiperidin-4-yl)ethyl]-3-[3-(2-methoxyphenyl)-1-[[2-(trimethylsilyl)ethoxy]methyl]pyrrolo[2,3-b]pyridin-6-yl]urea C(#N)C1(CCN(CC1)C)CCNC(=O)NC1=CC=C2C(=N1)N(C=C2C2=C(C=CC=C2)OC)COCC[Si](C)(C)C